F[C@@H](C(=O)OCC)ON1[C@@H]2C=C([C@H](N(C1=O)C2)C(N(C)NC(C)=O)=O)C ethyl (2S)-2-fluoro-2-[[(2S,5R)-2-(acetamido-methylcarbamoyl)-3-methyl-7-oxo-1,6-diazabicyclo[3.2.1]oct-3-en-6-yl]oxy]acetate